ClCCCSC1=CC2=C(C=C(O2)C(=O)OC)C=C1 methyl 6-(3-chloropropylsulfanyl)benzofuran-2-carboxylate